3,6,9,12-Tetraoxapentadec-14-yn-1-ylcarbamic acid benzyl ester C(C1=CC=CC=C1)OC(NCCOCCOCCOCCOCC#C)=O